N1-(5-(1-cyclopentyl-1H-pyrazol-4-yl)-1H-indol-3-yl)-N2-methyloxalamide C1(CCCC1)N1N=CC(=C1)C=1C=C2C(=CNC2=CC1)NC(C(=O)NC)=O